tert-butyl (Z)-2-((E)-3-cyano-4-ethoxy-2-(5-fluoro-6-(1-methylcyclopropyl)pyridin-3-yl)-4-oxobut-2-en-1-ylidene)-5-methyl-1,3-thiazinane-3-carboxylate C(#N)\C(=C(\C=C\1/SCC(CN1C(=O)OC(C)(C)C)C)/C=1C=NC(=C(C1)F)C1(CC1)C)\C(=O)OCC